Stearoyl-2-palmitoyl-sn-glycero-3-phosphocholine C(CCCCCCCCCCCCCCCCC)(=O)C(OP(OC[C@@H](CO)OC(CCCCCCCCCCCCCCC)=O)(=O)[O-])C[N+](C)(C)C